methyl (R)-4-chloro-1-(1-(pyridin-2-yl)pyrrolidin-3-yl)-1H-imidazole-5-carboxylate ClC=1N=CN(C1C(=O)OC)[C@H]1CN(CC1)C1=NC=CC=C1